4-(4-((6-(2-(dimethylamino)ethoxy)-3-oxo-benzofuran-2(3H)-ylidene)methyl)-2-methoxyphenoxy)-3-(trifluoromethyl)benzonitrile CN(CCOC1=CC2=C(C(C(O2)=CC2=CC(=C(OC3=C(C=C(C#N)C=C3)C(F)(F)F)C=C2)OC)=O)C=C1)C